4,6-dichloro-2-methyl-pyridine-3-carbohydrazide ClC1=C(C(=NC(=C1)Cl)C)C(=O)NN